(1S,2S,3R,5S)-3-[7-[(1R,2S)-2-(3,4-difluorophenyl)cyclopropylamino]-5-(propylthio)-3H-1,2,3-triazolo[4,5-d]pyrimidin-3-yl]-5-(2-hydroxyethoxy)cyclopentane-1,2-diol FC=1C=C(C=CC1F)[C@H]1[C@@H](C1)NC=1C2=C(N=C(N1)SCCC)N(N=N2)[C@H]2[C@@H]([C@@H]([C@H](C2)OCCO)O)O